methyl (1r,4R)-4-[(3-chloro-4-fluorophenyl)(trifluoroacetyl)amino]-6'-ethoxy-2'-{(2R)-3-[(4-methoxyphenyl)methoxy]-2-methylpropyl}spiro[cyclohexane-1,1'-indene]-4-carboxylate ClC=1C=C(C=CC1F)N(C1(CCC2(C(=CC3=CC=C(C=C23)OCC)C[C@H](COCC2=CC=C(C=C2)OC)C)CC1)C(=O)OC)C(C(F)(F)F)=O